tert-butyl 2-(((3s,5s,7s)-adamantan-1-yl)amino)-5-nitronicotinate C12(CC3CC(CC(C1)C3)C2)NC2=C(C(=O)OC(C)(C)C)C=C(C=N2)[N+](=O)[O-]